4-(2-methylphenyl)-1,4-benzoxazine CC1=C(C=CC=C1)N1C=COC2=C1C=CC=C2